N-cyclohexyl-2-(3-(4-methoxyphenyl)-6-oxopyridazin-1(6H)-yl)acetamide C1(CCCCC1)NC(CN1N=C(C=CC1=O)C1=CC=C(C=C1)OC)=O